3-HYDROXY-2-ETHYL-4H-PYRAN-4-ONE OC1=C(OC=CC1=O)CC